t-Butyldiphenyliodonium perfluorooctanesulfonate FC(C(C(C(C(C(C(C(F)(F)F)(F)F)(F)F)(F)F)(F)F)(F)F)(F)F)(S(=O)(=O)[O-])F.C(C)(C)(C)C1=C(C=CC=C1)[I+]C1=CC=CC=C1